ClC1=C(C=C(C(=C1)[N+](=O)[O-])F)C(C)O 1-(2-chloro-5-fluoro-4-nitrophenyl)ethanol